1,1-bis(2,3-dicarboxyphenyl)ethylenediamine hydride [H-].C(=O)(O)C1=C(C=CC=C1C(=O)O)C(CN)(N)C1=C(C(=CC=C1)C(=O)O)C(=O)O